5-propoxypentanamine C(CC)OCCCCCN